9,10-bis(n-butoxycarbonyldodecyleneoxy)anthracene C(CCC)OC(=O)CCCCCCCCCCCCOC=1C2=CC=CC=C2C(=C2C=CC=CC12)OCCCCCCCCCCCCC(=O)OCCCC